FC(C1=C(C=CC(=C1OCC)OC)C=1C=C(C=NC1)C=1CB(OC1)O)F 4-(5-(2-(difluoromethyl)-3-ethoxy-4-methoxyphenyl)pyridin-3-yl)-1,2-oxaborole-2-ol